(Methacryloxymethyl)phenyl-dimethyl-silane C(C(=C)C)(=O)OC[Si](C)(C)C1=CC=CC=C1